C(CCCCC)C(C(=O)OCCN(C(OCCSSCCNC(CCN(CC)CC)=O)=O)CCOC(C(CCCCCCCC)CCCCCC)=O)CCCCCCCC 16-Ethyl-3-(2-((2-hexyldecanoyl)oxy)ethyl)-4,13-dioxo-5-oxa-8,9-dithia-3,12,16-triazaoctadecyl 2-hexyldecanoate